CON(C(CCCN(C)CCOC)=O)C N-methoxy-4-((2-methoxyethyl)(methyl)amino)-N-methylbutanamide